bis(4-((oxetan-2-ylmethyl)thio)phenyl)sulfane O1C(CC1)CSC1=CC=C(C=C1)SC1=CC=C(C=C1)SCC1OCC1